CC1=CC[C@@H](CC1)C(C)(C)OC(C)=O |r| acetic acid (+-)-2-(4-methyl-3-cyclohexen-1-yl)-2-propyl ester